[Si](C)(C)(C(C)(C)C)OC(CC1CN(C(O1)=O)C=1C=CC=2OCC(NC2N1)=O)C 6-(5-(2-((tert-butyldimethylsilyl)oxy)propyl)-2-oxoOxazolidin-3-yl)-2H-pyrido[3,2-b][1,4]Oxazin-3(4H)-one